C(C)(=O)OC(CCN)C 1-amino-3-butyl acetate